BrC1=C(C=CC(=C1)C)C=1NCCC1 2-(2-bromo-4-methylphenyl)-4,5-dihydroAzole